CC1=C(C(=O)[PH2]=O)C=CC(=C1)C 2,4-dimethylbenzoyl-phosphine oxide